C(#N)/C=C/C1=CC(=C(C(=C1)C)C=1C=CC=C2C(NC(=NC12)NC1=CC=C(C#N)C=C1)=O)C (E)-4-((8-(4-(2-Cyanovinyl)-2,6-dimethylphenyl)-4-oxo-3,4-dihydroquinazolin-2-yl)amino)benzonitrile